ClC1=CC=CC=2N1N=C(C2)[C@H]2N(CCC1=C2N=CN1)C(=O)C=1OC(=NN1)C1=NC=CN=C1 (S)-(4-(7-chloropyrazolo[1,5-a]pyridin-2-yl)-6,7-dihydro-1H-imidazo[4,5-c]pyridin-5(4H)-yl)(5-(pyrazin-2-yl)-1,3,4-oxadiazol-2-yl)methanone